(trimethylsilyl)[3-(methylpropoxysilyl) propyl] sulfide C[Si](C)(C)SCCC[SiH](OCCC)C